ClC=1C=C(OCC(=O)NC23CCC(C2)(C3)NC(OCC3=CC=CC=C3)=O)C=CC1Cl benzyl {4-[2-(3,4-dichlorophenoxy)acetamido]bicyclo[2.1.1]hexan-1-yl}carbamate